C(CCCCCCC)SCCNS(=O)(=O)C N-(2-octylthioethyl)methanesulfonamide